3-((1S,5S)-6,6-dimethylbicyclo[3.1.1]Heptan-2-yl)-2-methylpropionaldehyde CC1([C@H]2CCC([C@@H]1C2)CC(C=O)C)C